3-((3-Chloro-6-methyl-5,5-dioxido-6,11-dihydrodibenzo[c,f][1,2]thiazepin-11-yl)amino)propanoic acid hydrochloride salt Cl.ClC1=CC2=C(C(C3=C(N(S2(=O)=O)C)C=CC=C3)NCCC(=O)O)C=C1